BrC1=CC=C(C=C1)C(C#N)C 2-(4-bromophenyl)propanenitrile